meta-cyanophenylalanine C(#N)C=1C=C(C[C@H](N)C(=O)O)C=CC1